C1(=C(C(=CC(=C1)C)C)C1=CC=C(C=C1)N1CCC(CC1)C#N)C 4-mesitylphenylpiperidine-4-carbonitrile